(E)-2-(3-(2-cyano-2-(6-methoxy-3H-imidazo[4,5-c]pyridin-2-yl)vinyl)-2,5-dimethyl-1H-pyrrol-1-yl)-5-isopropylthiophene-3-carbonitrile C(#N)\C(=C/C1=C(N(C(=C1)C)C=1SC(=CC1C#N)C(C)C)C)\C1=NC2=C(C=NC(=C2)OC)N1